Platinum dipotassium [K].[K].[Pt]